FC=1C=C(C=CC1S(=O)(=O)C)NC=1SC=C(N1)C1=CC=C(C=C1)S(=O)(=O)NC 4-(2-((3-fluoro-4-(methylsulfonyl)phenyl)amino)thiazol-4-yl)-N-methylbenzenesulfonamide